NC1=NC(=NC2=NC=CN=C12)O aminohydroxyl-pteridine